C1(CC1)[C@H]1CN(CCN1)C=1N=NC(=CN1)C1=C(C=C(C=C1)C1=NC=NC(=C1)OC([2H])([2H])[2H])O 2-{3-[(3S)-3-cyclopropylpiperazin-1-yl]-1,2,4-triazin-6-yl}-5-{6-[(2H3)methyloxy]pyrimidin-4-yl}phenol